C(O)(O)=O.C(C1=CC=CC=C1)N(C(=O)C=1C(=NC(=NC1)N1CCOCC1)NC1=CC=CC=C1)C/C=C/C (E)-4-(N-benzyl-2-morpholinyl-4-anilinopyrimidine-5-carboxamido)-2-butene carbonate